CC1=C(N(C(=C1)C1=NC=C(C=C1)C(F)(F)F)C(=O)OC(C)(C)C)C(=O)OC 1-Tert-butyl 2-methyl 3-methyl-5-(5-(trifluoromethyl)pyridin-2-yl)-1H-pyrrole-1,2-dicarboxylate